OCC1=C(SC2=C1CCO[C@]21C[C@@H](N(CC1)CC=1C=NN(C1)CCC(=O)N)C)C(F)(F)F 3-[4-[[(2'S,7R)-3-(hydroxymethyl)-2'-methyl-2-(trifluoromethyl)spiro[4,5-dihydrothieno[2,3-c]pyran-7,4'-piperidine]-1'-yl]methyl]pyrazol-1-yl]propanamide